O1N=C(N=C1)CNC=1C(C(C1NC1=CC=C(C=C1)C1=NOC(=N1)C(F)(F)Cl)=O)=O 3-(((1,2,4-oxadiazol-3-yl)methyl)amino)-4-((4-(5-(chlorodifluoromethyl)-1,2,4-oxadiazol-3-yl)phenyl)amino)cyclobut-3-ene-1,2-dione